N-(3-oxa-7-azabicyclo[3.3.1]nonan-9-yl)morpholine-2-carboxamide C12COCC(CNC1)C2NC(=O)C2CNCCO2